C(#N)C=1N=CC(=NC1)NC1=CC(=C(N=N1)C(NC1CCCC1)=O)NCC1CN(CCC1)C(=O)OC(C)(C)C tert-butyl 3-((6-(5-cyanopyrazin-2-ylamino)-3-(cyclopentylcarbamoyl)pyridazin-4-ylamino)methyl)piperidine-1-carboxylate